C(C)(C)(C)OC(=O)N1CCC(CC1)(O)CN1CCC2(CC(C2)NC(=O)OCC2=CC=CC=C2)CC1 4-((2-(((benzyloxy)carbonyl)amino)-7-azaspiro[3.5]non-7-yl)methyl)-4-hydroxypiperidine-1-carboxylic acid tert-butyl ester